FC1=C(COC(=O)NCC2=C(C=NN2C)C2=CC=C(C=N2)OC2CCCCC2)C=C(C=C1)F (1S,3S)-3-((6-(5-(((((2,5-Difluoro-benzyl)oxy)carbonyl)amino)methyl)-1-methyl-1H-pyrazol-4-yl)pyridin-3-yl)oxy)cyclohexan